BrC1=CC(=CC=2N1CC(=C(N2)C(C)C)C(C(C)C)=O)F 1-(6-bromo-8-fluoro-2-isopropylpyrimido[1,2-a]pyridin-3-yl)-2-methylpropan-1-one